C1(=CC=CC=C1)C(C(=O)NC(C(=O)O)CC1=CC=CC=C1)=C 2-phenylpropenamido-3-phenylpropionic acid